C(C)(C)(C)OC(=O)N1CC2=CC=C(C=C2CC1)NC1=NC=C2C(=N1)N(N(C2=O)C(C)C)C2=NC(=C(C=C2)F)C2(COC2)O tert-Butyl-6-(1-(5-fluoro-6-(3-hydroxyoxetan-3-yl)pyridin-2-yl)-2-isopropyl-3-oxo-2,3-dihydro-1H-pyrazolo[3,4-d]pyrimidin-6-ylamino)-3,4-dihydroisoquinoline-2(1H)-carboxylate